FC1=C(C=CC(=C1)F)S(=O)(=O)N(C)C=1C(=NC=C(C1)C=1C=C2C(=NC=NC2=CC1)N1CCN(CC1)C(\C=C\C(CCC)=O)=O)OC (E)-2,4-difluoro-N-(2-methoxy-5-(4-(4-(4-oxohept-2-enoyl)piperazin-1-yl)quinazolin-6-yl)pyridin-3-yl)-N-methylbenzenesulfonamide